tert-butyl 6-((6-bromopyridin-2-yl)carbamoyl)-5-azaspiro[2.4]heptane-5-carboxylate BrC1=CC=CC(=N1)NC(=O)C1N(CC2(CC2)C1)C(=O)OC(C)(C)C